C1=NC(=CC2=C1C1=C(C=NC=C1)OC2)O 5H-pyrano[2,3-c:4,5-c']dipyridin-3-ol